tert-Butyl-(5S,6R)-5-hydroxy-6-((R)-5H-imidazo[5,1-a]isoindol-5-yl)-2-azaspiro[3.3]heptan-2-carboxylat C(C)(C)(C)OC(=O)N1CC2(C1)[C@H]([C@H](C2)[C@H]2N1C(C3=CC=CC=C23)=CN=C1)O